COC(=O)C=1C=C2C(=CC=NC2=CC1)OC1=CC=C(C=C1)NC(=O)C1(CC1)C(NC1=CC=C(C=C1)F)=O 4-(4-(1-((4-fluorophenyl)carbamoyl)cyclopropane-1-carboxamido)phenoxy)quinoline-6-carboxylic acid methyl ester